C(C)N1C2=CC=CC=C2C=2C=CC=CC12 9-ethylcarbazole